3-[8-(Ethylmethyl-amino)-2-oxo-8-phenyl-1,3-diazaspiro[4.5]decan-3-yl]-2,2-dimethyl-propionitrile C(C)N(C1(CCC2(CN(C(N2)=O)CC(C#N)(C)C)CC1)C1=CC=CC=C1)C